ClC1=C(C(=NN1C1OCCCC1)C)N chloro-3-methyl-1-(tetrahydro-2H-pyran-2-yl)-1H-pyrazol-4-amine